hydroxyl-beta-methyl-butyric acid OC(C(=O)O)C(C)C